4-{5-[(R)-(3-ethyl-1-methyl-azetidin-3-yl)-hydroxy-(4-trifluoromethoxy-phenyl)-methyl]-pyridin-3-yl}-2-(6-methyl-pyridin-2-yl)-but-3-yn-2-ol C(C)C1(CN(C1)C)[C@@](C=1C=C(C=NC1)C#CC(C)(O)C1=NC(=CC=C1)C)(C1=CC=C(C=C1)OC(F)(F)F)O